N[C@H]1CN(CCC1)C=1C=2N(C=CN1)C(=C(N2)C2=CC(=C(C#N)C=C2)F)C=2C=CC1=C(OCCN1C)C2 (R)-4-(8-(3-aminopiperidin-1-yl)-3-(4-methyl-3,4-dihydro-2H-benzo[b][1,4]oxazin-7-yl)imidazo[1,2-a]pyrazin-2-yl)-2-fluorobenzonitrile